ClC=1C(=C(C=CC1)CC1CN(CCO1)C(=O)OC(C)(C)C)C=1N(N=CC1)C tert-butyl 2-[[3-chloro-2-(2-methylpyrazol-3-yl)phenyl]methyl]morpholine-4-carboxylate